copper-manganese salt [Mn].[Cu]